ClC1=CC=C(C=C1)C1=CC(=NN1CC1=CC=C(C=C1)Cl)COC(C(=O)O)(C)C 2-([5-(4-Chlorophenyl)-1-[(4-chlorophenyl)-methyl]1H-pyrazol-3-yl]methoxy)-2-methylpropanoic acid